(R)-8-acryloyl-4-chloro-3-(2-fluorophenyl)-1-((S)-4-hydroxy-2,2-dimethylpyrrolidin-1-yl)-6,6a,7,8,9,10-hexahydro-12H-pyrazino[2,1-c]pyrido[3,4-f][1,4]oxazepin-12-one C(C=C)(=O)N1C[C@@H]2COC3=C(C(N2CC1)=O)C(=NC(=C3Cl)C3=C(C=CC=C3)F)N3C(C[C@@H](C3)O)(C)C